ClC1=CC=CC(=N1)C(CN)C=1C=NN(C1C1CC1)C 2-(6-chloro-2-pyridyl)-2-(5-cyclopropyl-1-methyl-pyrazol-4-yl)ethanamine